NC1=C(C=C(C=C1O)C1=CC(=C(C(=C1)O)N)O)O diamino[1,1'-biphenyl]-3,3',5,5'-tetrol